isonicotinic acid methyl ester dihydrochloride Cl.Cl.COC(C1=CC=NC=C1)=O